CC1=CC=NC(=N1)SCC1=NC(=NO1)C1=CC=CC=C1 6-methyl-2-{[(3-phenyl-1,2,4-oxadiazol-5-yl)methyl]sulfanyl}pyrimidin